S1C=NC=C1C=1C(=NC(=NC1)O)O 5-(thiazol-5-yl)pyrimidine-2,4-diol